ClC1=C(C=C(OCC(=O)NC23CCC(C2)(C3)NC(COC3=NC=CC=C3)=O)C=C1)F 2-(4-chloro-3-fluorophenoxy)-N-(4-{2-[(pyridin-2-yl)oxy]acetamido}bicyclo[2.1.1]hexan-1-yl)acetamide